C(C)S(=O)(=O)N[C@@H]1CC[C@H](OC1)CN1CCC2(CN(C2)C2=NC=NC=C2OC2=C(C(=O)O)C=C(C=C2)F)CC1 2-((4-(7-(((2S,5R)-5-(Ethylsulfonamido)tetrahydro-2H-pyran-2-yl)methyl)-2,7-diazaspiro[3.5]nonan-2-yl)pyrimidin-5-yl)oxy)-5-fluorobenzoic acid